3-ethoxy-4-methoxyphenyl-1-(methylsulphonyl)-eth-2-ylamine C(C)OC=1C=C(C=CC1OC)NCCS(=O)(=O)C